4-(prop-2-yn-1-yl)thiomorpholine-1,1-dioxide C(C#C)N1CCS(CC1)(=O)=O